2-(3'-methyl-1'-oxo-6'-(trifluoromethyl)-1'H-spiro[cyclopropane-1,4'-isoquinolin]-2'(3'H)-yl)-N-(pyrimidin-2-yl)acetamide CC1N(C(C2=CC=C(C=C2C12CC2)C(F)(F)F)=O)CC(=O)NC2=NC=CC=N2